tert-butyl N-[4-[[(2S)-4-[4-(2,6-dioxo-3-piperidyl)-2-fluoro-phenyl]-2-methyl-piperazin-1-yl]methyl]cyclohexyl]carbamate O=C1NC(CCC1C1=CC(=C(C=C1)N1C[C@@H](N(CC1)CC1CCC(CC1)NC(OC(C)(C)C)=O)C)F)=O